IC=1C=C(N2C=CC=C(C12)C1=C(C2=C(N(C(=N2)C)C)C=C1C(F)(F)F)OC)C(=O)C1=CC(=C(C(=C1)F)F)F (1-iodo-8-(4-methoxy-1,2-dimethyl-6-(trifluoromethyl)-1H-benzo[d]imidazol-5-yl)indolizin-3-yl)(3,4,5-trifluorophenyl)methanone